C(#N)C1=CC(=C(C=C1)NS(=O)(=O)C1=CNC(=C1)CC1CC1)F N-(4-cyano-2-fluorophenyl)-5-(cyclopropylmethyl)-1H-pyrrole-3-sulfonamide